1,3,5-triazinedithiol tert-Butyl-(2S,4R)-2-(hydroxymethyl)-4-(2-methoxy-2-oxo-ethyl)pyrrolidine-1-carboxylate C(C)(C)(C)[C@]1(N(C[C@H](C1)CC(=O)OC)C(=O)O)CO.N1=C(N=C(N=C1)S)S